C(C)(C)(C)OC(N[C@@H]1CN(CCC1)C=1C=NC=C(C1)C(F)(F)F)=O N-[(3S)-1-[5-(trifluoromethyl)pyridin-3-yl]piperidin-3-yl]carbamic acid tert-butyl ester